2-(1-(2-((3-(3-cyclopropyl-1,2,4-oxadiazol-5-yl)-4,5-dimethylthiophen-2-yl)amino)-2-oxoethyl)cyclopentyl)acetic acid C1(CC1)C1=NOC(=N1)C1=C(SC(=C1C)C)NC(CC1(CCCC1)CC(=O)O)=O